CNC=1N=C(C(=NC1)C(=O)N)NC1=CC=C(C=C1)N1CCOCC1 5-(methylamino)-3-(4-morpholinoanilino)pyrazine-2-carboxamide